4-(4-((1R,5S)-3,8-diaza-bicyclo[3.2.1]octan-3-yl)-8-fluoro-2-((6-methylenehexahydro-1H-furo[3,4-b]-pyrrolizin-7a(5H)-yl)methoxy)pyrido[4,3-d]pyrimidin-7-yl)-5-ethynylnaphthalen-2-ol [C@H]12CN(C[C@H](CC1)N2)C=2C1=C(N=C(N2)OCC23CC(CN3C3C(C2)COC3)=C)C(=C(N=C1)C1=CC(=CC3=CC=CC(=C13)C#C)O)F